FC=1C(=CC=2C3=C(C=NC2C1)N(C(C31CN(C1)C(C)C)=O)C)C=1C=C(C(=NC1)OCCNC(C)C)NS(=O)(=O)C N-(5-(7'-Fluoro-1-isopropyl-3'-methyl-2'-oxo-2',3'-dihydrospiro[azetidine-3,1'-pyrrolo[2,3-c]quinolin]-8'-yl)-2-(2-(isopropylamino)ethoxy)pyridin-3-yl)methanesulfonamide